C1(CC1)NC(C1=C(C=C(C=C1OC)C1=CN=C2N1C=CC(=C2)OCC=2SC=CN2)OC(F)F)=O N-cyclopropyl-2-(difluoromethoxy)-6-methoxy-4-[7-(thiazol-2-ylmethoxy)imidazo[1,2-a]pyridin-3-yl]benzamide